BrC=1C(=C(C(=NC1)N)N)Cl 5-bromo-4-chloropyridine-2,3-diamine